tert-butyl-(3-(dibenzylamino)-2-methoxycyclohexyl)carbamate C(C)(C)(C)OC(NC1C(C(CCC1)N(CC1=CC=CC=C1)CC1=CC=CC=C1)OC)=O